2-(2,6-dioxopiperidin-3-yl)-7-(2-((10-((3-(methylcarbamoyl)-4-(phenylamino) quinolin-6-yl) amino)decyl)amino)-2-oxoethoxy)-3-oxoisoindolin-5-yl sulfurofluoridate S(OC=1C=C2C(N(CC2=C(C1)OCC(=O)NCCCCCCCCCCNC=1C=C2C(=C(C=NC2=CC1)C(NC)=O)NC1=CC=CC=C1)C1C(NC(CC1)=O)=O)=O)(=O)(=O)F